(S)-5-(6-(1-amino-1,3-dihydrospiro[indene-2,4'-piperidine]-1'-yl)-4-oxo-4,5-dihydro-1H-pyrazolo[3,4-d]pyrimidin-3-yl)-7,8-dihydronaphthalene-2-carbonitrile N[C@@H]1C2=CC=CC=C2CC12CCN(CC2)C=2NC(C1=C(N2)NN=C1C=1C=2C=CC(=CC2CCC1)C#N)=O